5-(5-(7-(diethylamino)-1,3-dimethyl-2-oxo-1,2-dihydro-1,6-naphthyridin-5-yl)-5,6,7,8-tetrahydropyrido[3,2-d]pyrimidin-2-yl)picolinate C(C)N(C1=NC(=C2C=C(C(N(C2=C1)C)=O)C)N1CCCC=2N=C(N=CC21)C=2C=CC(=NC2)C(=O)[O-])CC